O=C1N(C(CC1)=O)C(=O)OCC1OC(=CCC1)C=1N=NC(=NN1)C1=CCCCO1 {6-[6-(3,4-Dihydro-2H-pyran-6-yl)-1,2,4,5-tetrazin-3-yl]-3,4-dihydro-2H-pyran-2-yl}methyl 2,5-dioxopyrrolidine-1-carboxylate